(7R,7aR,14R,14aS)-dodecahydro-2H,6H-7,14-methanodipyrido[1,2-a:1',2'-e][1,5]diazocine C1CCCN2[C@@H]1[C@H]1CN3[C@@H]([C@@H](C2)C1)CCCC3